tert-butyl (2S,4S)-4-((7-bromo-6-chloro-8-fluoro-3-((E)-2-methoxyvinyl)-2-(methylthio)quinolin-4-yl)amino)-2-(2-((tert-butyldimethylsilyl)oxy)ethyl)piperidine-1-carboxylate BrC1=C(C=C2C(=C(C(=NC2=C1F)SC)\C=C\OC)N[C@@H]1C[C@H](N(CC1)C(=O)OC(C)(C)C)CCO[Si](C)(C)C(C)(C)C)Cl